BrC1=CC(=C(C=C1)C[N+]#C)[N+](=O)[O-] 1-(4-bromo-2-nitrophenyl)-N-methylidynemethanaminium